tert-butyl 4-(5-((6-(3,5-dichlorophenyl)-4-((4-(2-methoxy-2-oxoethyl)piperidin-1-yl)methyl)-3-methylpyridin-2-yl)oxy)pyrazin-2-yl)piperazine-1-carboxylate ClC=1C=C(C=C(C1)Cl)C1=CC(=C(C(=N1)OC=1N=CC(=NC1)N1CCN(CC1)C(=O)OC(C)(C)C)C)CN1CCC(CC1)CC(=O)OC